N(=[N+]=[N-])CC1N(C2=CC=CC=C2C1)C(=O)NC=1C=C2CN(C(C2=CC1)=O)C1C(NC(CC1)=O)=O (21S)-2-(azidomethyl)-N-(2-(2,6-dioxopiperidin-3-yl)-1-oxoisoindolin-5-yl)indoline-1-carboxamide